S1C(=NC2=C1C=CC=C2)C2=CC=C(C=C2)NC2=CC=C(C=C2)C=2SC1=C(C2)C=CC=C1 (4-benzothiazol-2-yl-phenyl)-(4-benzothiophen-2-yl-phenyl)-amine